7-((diphenylmethylene)amino)-2,4-dimethyl-1,2,4,5-tetrahydro-3H-benzo[d]azepin-3-carboxylic acid tert-butyl ester C(C)(C)(C)OC(=O)N1C(CC2=C(CC1C)C=C(C=C2)N=C(C2=CC=CC=C2)C2=CC=CC=C2)C